N1CCCN2C1=CCCCC2 Octahydropyrimido[1,2-a]azepine